OC=1C=C2CC[C@@H]([C@@H](C2=CC1)C1=CC=C(OCCCCN2CCC(CC2)C2=CC3=C(CN(C3=O)C3C(NC(CC3)=O)=O)S2)C=C1)C1=CC=CC=C1 3-(2-(1-(4-(4-((1R,2S)-6-Hydroxy-2-phenyl-1,2,3,4-tetrahydronaphthalen-1-yl)phenoxy)butyl)piperidin-4-yl)-4-oxo-4,6-dihydro-5H-thieno[2,3-c]pyrrol-5-yl)piperidine-2,6-dione